bis-stearoxydimethyl-silane C(CCCCCCCCCCCCCCCCC)O[Si](C)(C)OCCCCCCCCCCCCCCCCCC